ClC=1C(=C(C(=C(C(=O)N)C1F)C1=CC=CC2=C1C[C@](O2)(C2=CC=CC=C2)CN[C@@H]2C[C@H]([C@@H](CC2)O)F)F)OC(F)F (2s,4s)-5-chloro-6-fluoro-2-(((((1s,3r,4r)-3-fluoro-4-hydroxycyclohexyl)amino)methyl)-2-phenyl-2,3-dihydrobenzofuran-4-yl)-4-(difluoromethoxy)-3-fluorobenzamide